5-amino-1-methyl-1H-pyrazole-4-carbonitrile NC1=C(C=NN1C)C#N